ClC1=CC(=NC=C1OCC1CC1)NC1=NC=NC2=CC=C(C=C12)O[C@@H]1CN(CC1)C(=O)OC(C)(C)C tert-Butyl (3S)-3-[4-[[4-chloro-5-(cyclopropylmethoxy)-2-pyridyl]amino]quinazolin-6-yl]oxypyrrolidine-1-carboxylate